N-(4-((4-(2-(4-((7-(2-(4-(2-(2,6-dioxopiperidin-3-yl)-1,3-dioxoisoindolin-5-yl)piperazin-1-yl)ethoxy)heptyl)oxy)phenyl)propan-2-yl)phenoxy)methyl)pyrimidin-2-yl)methanesulfonamide O=C1NC(CCC1N1C(C2=CC=C(C=C2C1=O)N1CCN(CC1)CCOCCCCCCCOC1=CC=C(C=C1)C(C)(C)C1=CC=C(OCC2=NC(=NC=C2)NS(=O)(=O)C)C=C1)=O)=O